(3R)-3-(5-{2-[ethyl(isopropyl)carbamoyl]-4-fluorophenyl}imidazo[1,5-a]pyridin-7-yl)pyrrolidine-1-carboxylic acid tert-butyl ester C(C)(C)(C)OC(=O)N1C[C@H](CC1)C1=CC=2N(C(=C1)C1=C(C=C(C=C1)F)C(N(C(C)C)CC)=O)C=NC2